diethylethylethylenediamine C(C)N(CCNCC)CC